COC=1C=C(C(=O)[O-])C=CC1 3-methoxybenzoate